3,3,3-trifluoro-N-(2-fluoro-4-(2-(((3S,5S)-5-fluoropiperidin-3-yl)-amino)-8-isopropyl-7-oxo-7,8-dihydropyrido-[2,3-d]pyrimidin-6-yl)-phenyl)propane-1-sulfonamide FC(CCS(=O)(=O)NC1=C(C=C(C=C1)C1=CC2=C(N=C(N=C2)N[C@@H]2CNC[C@H](C2)F)N(C1=O)C(C)C)F)(F)F